4-(p-maleimidyl-phenyl)butanoic acid sulfosuccinimidyl ester S(=O)(=O)(O)C1C(=O)N(C(C1)=O)OC(CCCC1=CC=C(C=C1)N1C(C=CC1=O)=O)=O